ClC=1N=C(SC1Cl)OC1=CC(=C(C=C1C)C(N(C)CC)=N)C 4-[(4,5-dichloro-1,3-thiazol-2-yl)oxy]-2,5-dimethylphenyl-N-ethyl-N-methylimidoformamide